(S)-isobutyl (4-methoxy-2-((1-(5-phenyl-1,3,4-thiadiazol-2-yl)ethyl)carbamoyl)pyridin-3-yl) carbonate C(OCC(C)C)(OC=1C(=NC=CC1OC)C(N[C@@H](C)C=1SC(=NN1)C1=CC=CC=C1)=O)=O